Rhodium sulfate S(=O)(=O)([O-])[O-].[Rh+3].S(=O)(=O)([O-])[O-].S(=O)(=O)([O-])[O-].[Rh+3]